5-fluoro-2-[4-[(3S)-3-(5-fluoro-3-pyridinyl)isoxazolidine-2-carbonyl]-1-piperidinyl]pyrimidine-4-carboxamide FC=1C(=NC(=NC1)N1CCC(CC1)C(=O)N1OCC[C@H]1C=1C=NC=C(C1)F)C(=O)N